FC(CC1(CN(C1)C=1C=C2C(=CC=NC2=CC1)C(=O)O)C)F 6-(3-(2,2-difluoroethyl)-3-methylazetidin-1-yl)quinoline-4-carboxylic acid